NC1=NN=C(S1)SC1=CC(=C(C=C1)NC1=NC=C(C(=N1)NC1=C(C(=O)NC)C=CC=C1)Cl)OC 2-((2-((4-((5-amino-1,3,4-thiadiazol-2-yl)thio)-2-methoxyphenyl)amino)-5-chloropyrimidin-4-yl)amino)-N-methylbenzamide